N-(2-amino-4-methoxy-phenyl)-5-[[3-chloro-4-(3-methoxypropoxy)-benzoyl]amino]-2-[(4-methoxyphenyl)methyl]pyrazole-3-carboxamide NC1=C(C=CC(=C1)OC)NC(=O)C=1N(N=C(C1)NC(C1=CC(=C(C=C1)OCCCOC)Cl)=O)CC1=CC=C(C=C1)OC